N-[(S)-{5-[4-(3,3-Difluoroazetidine-1-carbonyl)tetrahydropyran-4-yl]-4-fluoro-1H-benzimidazol-2-yl}(4,4-difluorocyclohexyl)methyl]-2-methylpropane-1-sulfonamide FC1(CN(C1)C(=O)C1(CCOCC1)C1=C(C2=C(NC(=N2)[C@@H](NS(=O)(=O)CC(C)C)C2CCC(CC2)(F)F)C=C1)F)F